N=1NN=NC1C1=CC=C(C=C1)S(=O)(=O)N1CCC2(CC(CO2)NC[C@@H](COC=2C=C(C=CC2)S(=O)(=O)NC)O)CC1 3-((2S)-3-(8-(4-(2H-tetrazol-5-yl)phenylsulfonyl)-1-oxa-8-azaspiro[4.5]dec-3-ylamino)-2-hydroxypropoxy)-N-methylbenzenesulfonamide